N-(2-(Fluoromethyl)-2-hydroxy-4-phenyl-2H-chromen-3-yl)acetamide FCC1(OC2=CC=CC=C2C(=C1NC(C)=O)C1=CC=CC=C1)O